(6Z)-8-(cis-4-aminocyclohexyloxy)-6-methoxyimino-5,5-dimethyl-benzo[h]quinazolin-4-amine N[C@H]1CC[C@H](CC1)OC=1C=CC2=C(\C(\C(C=3C(=NC=NC23)N)(C)C)=N/OC)C1